2-((3-hydroxyadamantan-1-yl)amino)-1-(isoindolin-2-yl)ethan-1-one OC12CC3(CC(CC(C1)C3)C2)NCC(=O)N2CC3=CC=CC=C3C2